FC1=CC2=C(C3=CC(=C(C=C3OC2=CC1=O)O)F)C1=C(C(=O)O)C=C(C=C1)C(NCCOC(C(=C)C)=O)=O 2-(2,7-difluoro-6-hydroxy-3-oxo-3H-xanthen-9-yl)-5-((2-(methacryloyloxy)ethyl)carbamoyl)benzoic acid